4-METHOXY-1H-PYRROLO[2,3-B]PYRIDINE-3-CARBALDEHYDE COC1=C2C(=NC=C1)NC=C2C=O